1-((1S,4S)-5-(3-oxo-1-phenyl-2,7,10-trioxa-4-azadodecan-12-yl)-2,5-diazabicyclo[2.2.1]hept-2-yl)-3,6,9,12-tetraoxapentadecane-15-oic acid O=C(OCC1=CC=CC=C1)NCCOCCOCCN1[C@@H]2CN([C@H](C1)C2)CCOCCOCCOCCOCCC(=O)O